C(C)(C)(C)OC(=O)N1CC2(C1)CC(CC2)C=2N=C(N1C2C=CC(=C1)S(NC1(CC1)C#N)(=O)=O)C=1SC(=NN1)C(F)F 6-(6-(N-(1-Cyanocyclopropyl)-sulfamoyl)-3-(5-(difluoromethyl)-1,3,4-thiadiazol-2-yl)imidazo[1,5-a]pyridin-1-yl)-2-azaspiro[3.4]octane-2-carboxylic acid tert-butyl ester